2-(2-Hydroxy-6-methylhept-5-en-2-yl)-5-methylphenol OC(C)(CCC=C(C)C)C1=C(C=C(C=C1)C)O